C(#N)C1(CC1)CN1N=CC(=C1)C1=CC(=C(COC2=CC=CC(=N2)C2=CC(=C(CC3=NC4=C(N3C[C@H]3OCC3)C=C(C=C4)C(=O)O)C=C2F)F)C=C1)F (S)-2-(4-(6-((4-(1-((1-cyanocyclopropyl)methyl)-1H-pyrazol-4-yl)-2-fluorobenzyl)oxy)pyridin-2-yl)-2,5-difluorobenzyl)-1-(oxetan-2-ylmethyl)-1H-benzo[d]imidazole-6-carboxylic acid